monohydroxyethyl-phthalic acid OCCC1=C(C(C(=O)O)=CC=C1)C(=O)O